3,6-difluoro-5-(2-methoxyethoxy)-N,N-bis[(4-methoxyphenyl)methyl]pyridin-2-amine FC=1C(=NC(=C(C1)OCCOC)F)N(CC1=CC=C(C=C1)OC)CC1=CC=C(C=C1)OC